C(C1=CC=CC=C1)OC1=C(C(=C(C(=O)OC2=C(C(=C(C(=O)[O-])C(=C2C=C)C)C)C)C(=C1)C)C)C 4-((4-(benzyloxy)-2,3,6-trimethylbenzoyl)oxy)-2,3,6-trimethyl-5-vinylbenzoate